OCCN(C1=CC2=C(N(C(=N2)CC[C@@H](C(=O)OCC)NC([C@H](CC(C)C)NC(=O)OC(C)(C)C)=O)C)C=C1)CCO ethyl (2S)-4-[5-[bis(2-hydroxyethyl)amino]-1-methyl-benzimidazol-2-yl]-2-[[(2S)-2-(tert-butoxycarbonylamino)-4-methyl-pentanoyl]amino]butanoate